CC1([C@H]2CN([C@@H]([C@@H]12)C(=O)O)C([C@@H](CCC(F)(F)F)NC1=C(C=C(C=C1F)F)F)=O)C (1R,2S,5S)-6,6-dimethyl-3-((R)-5,5,5-trifluoro-2-((2,4,6-trifluorophenyl)amino)pentanoyl)-3-azabicyclo[3.1.0]hexane-2-carboxylic acid